(R)-6-allyl-4-(2-(4-(2-(2,4-dimethyl-3-oxopiperazin-1-yl)ethoxy)phenyl)quinolin-6-yl)-1-tosyl-1H-pyrrolo[2,3-c]pyridin-7(6H)-one C(C=C)N1C(C2=C(C(=C1)C=1C=C3C=CC(=NC3=CC1)C1=CC=C(C=C1)OCCN1[C@@H](C(N(CC1)C)=O)C)C=CN2S(=O)(=O)C2=CC=C(C)C=C2)=O